C(C)(C)(C)OC(=O)NC(C(=O)O)C1=CC(=CC=C1)C 2-{[(tert-butoxy)carbonyl]amino}-2-(3-methylphenyl)acetic acid